6-bromo-5-fluoro-3,4-dihydronaphthalen BrC=1C(=C2CCC=CC2=CC1)F